ClC=1C=NC(=C(C(=O)NC2CCC(CC2)CN2C(N(C3=C2C=CC=C3)C3=C(C=C(C=C3)C)CO)=O)C1)C 5-chloro-N-((1r,4r)-4-((3-(2-(hydroxymethyl)-4-methylphenyl)-2-oxo-2,3-dihydro-1H-benzo[d]imidazol-1-yl)methyl)cyclohexyl)-2-methylnicotinamide